C1(=CC=CC=C1)/C=C/CCN1N=CC(=C1)C1=C2C(=NC=C1)NC=C2 4-{1-[(3E)-4-phenylbut-3-en-1-yl]-1H-pyrazol-4-yl}-1H-pyrrolo[2,3-b]pyridine